C(=O)(C=C)S(=O)(=O)[O-].[Li+] lithium acryl-sulfonate